2-(tert-butoxycarbonyl)-4-chloro-1,3-dihydroisoindol-5-ylboronic acid C(C)(C)(C)OC(=O)N1CC2=CC=C(C(=C2C1)Cl)B(O)O